O=C1NC(CCC1N1CC2=CC=CC(=C2C1)N1CCC(CC1)CN1CCNCC1)=O 2-(2,6-dioxopiperidin-3-yl)-4-(4-(piperazin-1-ylmethyl)piperidin-1-yl)isoindoline